CC1=CC=C(C=C1)S(=O)(=O)OCCCCC1=CC=CC=C1 4-Phenylbutyl 4-Methylbenzene-1-Sulfonate